S(=O)(C1=CC=C(N)C2=CC=CC=C12)(=O)[O-].[Na+] sodium naphthionate